C(C)(C)(C)OC(=O)N1CC2=CC(=CC=C2CC1)C1C(NC(CC1)=O)=O 7-(2,6-dioxopiperidin-3-yl)-3,4-dihydroisoquinoline-2(1H)-carboxylic acid tert-butyl ester